3-(ADAMANTAN-1-YL)-3-OXOPROPANAL C12(CC3CC(CC(C1)C3)C2)C(CC=O)=O